CC1=NNC(C2=CC=CC=C12)=O methyl-4-oxophthalazine